FC=1C=C(CN2C(=NC3=NC=C(C=C32)N3C=CC=2N=CN=C(C23)OC)C(F)F)C=C(C1)F 1-(3,5-difluorobenzyl)-2-(difluoromethyl)-6-(4-methoxy-5H-pyrrolo[3,2-d]pyrimidin-5-yl)-1H-imidazo[4,5-b]pyridine